2'-(3-chlorobenzyl)-6'-methyl-1'-oxo-1',4'-dihydro-2'H-spiro[cyclopentane-1,3'-isoquinoline]-4'-carboxylic acid ClC=1C=C(CN2C(C3=CC=C(C=C3C(C23CCCC3)C(=O)O)C)=O)C=CC1